pyridine-2-diazonium 1-oxide tetrafluoroborate F[B-](F)(F)F.[N+]=1(C(=CC=CC1)[N+]#N)[O-]